C(#N)C=1C=C(C=CC1)C1=NN2C(N=C(C=C2)C(=O)NCC(C)(C)O)=C1C1=CC(=NC(=C1)C)C (3-cyanophenyl)-3-(2,6-dimethyl-4-pyridinyl)-N-(2-hydroxy-2-methyl-propyl)pyrazolo[1,5-a]pyrimidine-5-carboxamide